N-Methyl-N-(4'-methyl-[1,1'-biphenyl]-3-yl)-8-nitroso-[1,2,4]triazolo[4,3-a]quinazolin-5-amine CN(C1=NC=2N(C3=CC(=CC=C13)N=O)C=NN2)C=2C=C(C=CC2)C2=CC=C(C=C2)C